C(#N)C(C)(C)C=1C=CC=2N(C1)N=CC2C2=CC(=C(C(=O)N[C@@H]1[C@@H](C1)F)C(=C2)OC)OC(F)F 4-[6-(1-cyano-1-methylethyl)pyrazolo[1,5-a]pyridin-3-yl]-2-(difluoromethoxy)-N-[(1S,2R)-2-fluorocyclopropyl]-6-methoxybenzamide